O=C1NNC2=CC=C(C=C12)C#N 3-oxo-1,2-dihydroindazole-5-carbonitrile